4-aminophenyl-ethyl-carbinol NC1=CC=C(C=C1)C(O)CC